3-(3-(5-fluoro-2-methoxyphenyl)-4-thiazolinonyl)-N-(4-(thiophen-2-yl)butyl)benzamide tertbutyl-(1,5-dimethyl-4,5-dihydro-1H-pyrazolo[4,3-c]quinolin-6-yl)carbamate C(C)(C)(C)N(C(O)=O)C1=CC=CC=2C3=C(CN(C12)C)C=NN3C.FC=3C=CC(=C(C3)N3C(SC=C3C=3C=C(C(=O)NCCCCC=1SC=CC1)C=CC3)=O)OC